3-fluoro-4-(piperidin-4-yl)phenol FC=1C=C(C=CC1C1CCNCC1)O